3-fluoro-6-{7-[(3S,4S)-3-fluoro-2,2,6,6-tetramethylpiperidin-4-yl]-7H-pyrrolo[2,3-c]pyridazin-3-yl}quinolin-7-ol FC=1C=NC2=CC(=C(C=C2C1)C1=CC2=C(N=N1)N(C=C2)[C@@H]2[C@@H](C(NC(C2)(C)C)(C)C)F)O